1,1-difluoro-N-((6S,7S)-6-((2-fluoro-3'-(methyl-d3)-[1,1'-biphenyl]-3-yl)methyl)-5-((R)-oxetane-2-carbonyl)-5-azaspiro[2.4]heptan-7-yl)methanesulfonamide FC(S(=O)(=O)N[C@@H]1[C@@H](N(CC12CC2)C(=O)[C@@H]2OCC2)CC=2C(=C(C=CC2)C2=CC(=CC=C2)C([2H])([2H])[2H])F)F